C12CN(CC(NC1)C2)C2=NC=CC(=C2)C=2C(=C(C=C(C2)F)C2=CC(=C(C=C2)N2C(N(C=C2)C)=O)Cl)O 1-(3'-(2-(3,6-diazabicyclo[3.2.1]octan-3-yl)pyridin-4-yl)-3-chloro-5'-fluoro-2'-hydroxy-[1,1'-biphenyl]-4-yl)-3-methyl-1H-imidazol-2(3H)-one